FC=1C=C2C(=C(C=NC2=CC1)C(=O)N1CCN(CC1)C(C(C)C)=O)N1CCC(CC1)(C#N)C 1-(6-fluoro-3-(4-isobutyrylpiperazine-1-carbonyl)quinolin-4-yl)-4-methylpiperidine-4-carbonitrile